C1(CCCC1)C(=O)N1CCN(CC1)CC1=C(C(=CC=C1)NC=1SC2=C(N1)/C(/CCC2)=N/OC)C (E)-cyclopentyl-(4-(3-((4-(methoxyimino)-4,5,6,7-tetrahydrobenzothiazol-2-yl)amino)-2-methylbenzyl)piperazin-1-yl)methanone